NC1=C(C=2C(=NC(=C(C2)C)C)N1C1=C(C(=CC=C1C)O)C)C(=O)N 2-AMINO-1-(3-HYDROXY-2,6-DIMETHYLPHENYL)-5,6-DIMETHYL-1H-PYRROLO-[2,3-B]PYRIDINE-3-CARBOXAMIDE